ClC1=C(C=C(C=C1N1CCN(CC1)C1CCN(CC1)CCOC)C#N)NC1=NC=2N(C(=N1)NC1CC1)N=CC2C#N 2-[(2-Chloro-5-cyano-3-{4-[1-(2-methoxyethyl)piperidin-4-yl]piperazin-1-yl}phenyl)amino]-4-(cyclopropylamino)pyrazolo[1,5-a][1,3,5]triazine-8-carbonitrile